7-[4-(2-methoxypyridin-3-yl)piperidin-1-yl]-3-oxa-9-azabicyclo[3.3.1]nonane-9-carboxylic acid ethyl ester C(C)OC(=O)N1C2COCC1CC(C2)N2CCC(CC2)C=2C(=NC=CC2)OC